[O-]C(=O)CCCCCCCCC.N[C@@H](CC(C)C)C(=O)O.[Na+] sodium leucine caprate